dodecylsulfonate C(CCCCCCCCCCC)S(=O)(=O)[O-]